Cl.O1CCC2=C1C=CC(=C2)[C@H](C)N (S)-1-(2,3-Dihydrobenzofuran-5-yl)ethylamine hydrochloride